S1C(=CC=C1)N1C=NC=C(C1)C#N (thiophen-2-yl)-1,6-dihydropyrimidine-5-carbonitrile